COC=1C=C(C=CC1S(=O)C)C(C)NC(\C=C\C1=CNC2=NC=C(C=C21)C=2C=NN(C2)C)=O (E)-N-(1-(3-methoxy-4-(methylsulfinyl)phenyl)ethyl)-3-(5-(1-methyl-1H-pyrazol-4-yl)-1H-pyrrolo[2,3-b]pyridin-3-yl)acrylamide